(R)-N-(6-(7-methoxy-6-(1-methylcyclopropyl)imidazo[1,2-a]pyridin-3-yl)pyridin-2-yl)-5-azaspiro[2.4]heptan-7-amine COC1=CC=2N(C=C1C1(CC1)C)C(=CN2)C2=CC=CC(=N2)N[C@H]2CNCC21CC1